4-[4-[3-Fluoro-4-(5-hydroxypyridin-3-yl)benzoyl]piperazin-1-yl]-N-(4-methoxyphenyl)benzamide FC=1C=C(C(=O)N2CCN(CC2)C2=CC=C(C(=O)NC3=CC=C(C=C3)OC)C=C2)C=CC1C=1C=NC=C(C1)O